pyridino[1,2-d]pyrazine C1=C2N(CC=N1)C=CC=C2